BrC1=CC=C(C=C1)[C@]12[C@@](C3=NC=C(C=C3O1)Cl)([C@H]1[C@@H]([C@H]2C2=CC=CC=C2)C(N1)=O)O |r| rac-(2aR,3S,3aR,8bS,8cR)-3a-(4-bromophenyl)-6-chloro-8b-hydroxy-3-phenyl-3,3a,8b,8c-tetrahydroazeto[3'',2'':4',5']cyclopenta[1',2':4,5]furo[3,2-b]pyridin-2(2aH)-one